tert-Butyl (3-(difluoromethoxy)cyclobutyl)carbamate FC(OC1CC(C1)NC(OC(C)(C)C)=O)F